CN1CCC(CC1)C(=O)NC=1C=C2C(=NC1)NC=C2C2=CC1=CN(N=C1C=C2)C 1-methyl-N-(3-(2-methyl-2H-indazol-5-yl)-1H-pyrrolo[2,3-b]pyridin-5-yl)piperidine-4-carboxamide